NC=1C=CN2C(=CC(=C2C1)C(=O)OCC)C(C1=C(C=CC=C1)[N+](=O)[O-])=O Ethyl 7-amino-3-(2-nitrobenzoyl)indolizine-1-carboxylate